(5'S,7a'R)-5'-(3,5-difluorophenyl)-3-[(3-fluoropyridin-2-yl)oxy]tetrahydro-3'H-spiro[cyclobutane-1,2'-pyrrolo[2,1-b][1,3]oxazol]-3'-one FC=1C=C(C=C(C1)F)[C@@H]1CC[C@H]2OC3(C(N21)=O)CC(C3)OC3=NC=CC=C3F